2-aminoethyltrimethylammonium NCC[N+](C)(C)C